(R)-3-(3-(((R)-2-isopropyl-2,3-dihydropyrido[2,3-b][1,4]-oxazepin-4(5H)-yl)methyl)-4-methylphenyl)-2,2-dimethyl-3-((1-methyl-1H-1,2,3-triazol-4-yl)methoxy)propanoic acid C(C)(C)[C@@H]1NC2=C(OC(C1)CC=1C=C(C=CC1C)[C@H](C(C(=O)O)(C)C)OCC=1N=NN(C1)C)N=CC=C2